8-[4-(difluoromethyl)cyclohexyl]-2,3-dimethyl-6-[2-(1-methylpyrazol-4-yl)tetrahydropyran-4-yl]pyrido[3,4-d]pyrimidin-4-one FC(C1CCC(CC1)C1=NC(=CC2=C1N=C(N(C2=O)C)C)C2CC(OCC2)C=2C=NN(C2)C)F